FC1=C(C=CC=C1)Cl fluorophenyl chloride